ClC=1C=CC2=C(N(C3=C(CC2)C=CC=C3)C(CCNC/C=C/C(=O)OCC)=O)C1 Ethyl (E)-4-{[3-(3-chloro-10,11-dihydro-5H-dibenzo[b,f]azepin-5-yl)-3-oxopropyl]amino}but-2-enoate